[7-(2,3-dihydro-1H-indol-1-yl)-3,4-dihydro-2H-1-benzopyran-4-yl]methylamine N1(CCC2=CC=CC=C12)C1=CC2=C(C(CCO2)CN)C=C1